C(#N)C=1C=C(C=CC1)C=1N=C(SC1C1=CC(=NC(=C1)C)CO)NC(=O)N1CCC2(C(NC2)=O)CC1 N-[4-(3-Cyanophenyl)-5-[2-(hydroxymethyl)-6-methyl-4-pyridyl]thiazol-2-yl]-3-oxo-2,7-diazaspiro[3.5]nonan-7-carboxamid